ClC=1C=C(C=CC1F)C1(OC(=C(C1=O)O[Si](C)(C)C)N)C 2-(3-chloro-4-fluorophenyl)-2-methyl-4-trimethylsiloxy-5-amino-3(2H)-furanone